[O-2].[Li+].[V+5].[O-2].[O-2] Vanadium-lithium oxide